ClC1=C(C(=O)C2=C3N(C=4C(=C(C(=C(C24)F)F)C#N)F)CCCN3)C=CC=C1 10-(2-chlorobenzoyl)-7-cyano-6,8,9-trifluoro-1,2,3,4-tetrahydropyrimidino[1,2-a]indole